NC=1C2=C(N=CN1)N(C(=C2C(=O)NC2=CC=C(C=C2)COC)C#CC=2C(=NN(C2)C)C)C2(CC2)C 4-amino-6-((1,3-dimethyl-1H-pyrazol-4-yl)ethynyl)-N-(4-(methoxymethyl)phenyl)-7-(1-methylcyclopropyl)-7H-pyrrolo[2,3-d]pyrimidine-5-carboxamide